C1=CC=CC=2C3=CC=CC=C3C(C12)COC(NCC1=C(C(=CC(=C1)Cl)Cl)SC1=NC=CC=C1C=O)=O N-[[3,5-dichloro-2-[(3-formyl-2-pyridinyl)sulfanyl]phenyl]methyl]carbamic acid 9H-fluoren-9-ylmethyl ester